FC1=CC=C(C=C1)C=1C=C(N(C1)C(=O)OC(C)(C)C)C(=O)OC 1-tert-butyl 2-methyl 4-(4-fluorophenyl)-1H-pyrrole-1,2-dicarboxylate